3-(3-(2-(((4-fluorobenzyl)oxy)methyl)-5-methylphenyl)-4-oxothiazolidin-2-ylidene)urea FC1=CC=C(COCC2=C(C=C(C=C2)C)N2C(SCC2=O)=NC(N)=O)C=C1